4-[(3-Methyloxetan-3-yl)methoxy]pyridin-2-amine CC1(COC1)COC1=CC(=NC=C1)N